4-(1-(2-fluoro-4-nitrophenyl)-1H-pyrazol-4-yl)-2-(methylsulfonyl)pyrimidine FC1=C(C=CC(=C1)[N+](=O)[O-])N1N=CC(=C1)C1=NC(=NC=C1)S(=O)(=O)C